C(CCCCCCCCCCCCCCCCC)C=1SC(=NN1)CCCCCCCCCCCCCCCCCC 2,5-bis(octadecyl)-1,3,4-thiadiazole